diethyl 2-(((2s,3r,4r,5r)-5-(6-amino-2-chloro-9H-purin-9-yl)-3-ethynyl-4-hydroxytetrahydrofuran-2-yl) methoxy)-2-phenylmethylmalonate NC1=C2N=CN(C2=NC(=N1)Cl)[C@H]1[C@@H]([C@H]([C@H](O1)COC(C(=O)OCC)(C(=O)OCC)CC1=CC=CC=C1)C#C)O